CC1=C(C=CC(=C1)O)[N+](=O)[O-] The molecule is a C-nitro compound in which the nitro group is attached at C-4 of m-cresol. It derives from a m-cresol.